NC1=C2C(=NC=N1)N(N=C2C2=CC(=C(C=C2)OC(C)C)F)C(C)C2=C(N1C(=CC=C(C1=O)C1=CC=CC=C1)S2)C (1-(4-amino-3-(3-fluoro-4-isopropoxyphenyl)-1H-pyrazolo[3,4-d]pyrimidin-1-yl)ethyl)-3-methyl-6-phenyl-5H-thiazolo[3,2-a]pyridin-5-one